C(C=C)(=O)N1[C@@H](C[C@H](CC1)N1C=NC=2C(=NC=3C(=C(C(=CC3C21)Cl)C2=C(C(=CC=C2)F)Cl)F)N2CC(C2)N(C)C)CC#N 2-((2S,4S)-1-acryloyl-4-(8-chloro-7-(2-chloro-3-fluorophenyl)-4-(3-(dimethyl-amino)azetidin-1-yl)-6-fluoro-1H-imidazo[4,5-c]quinolin-1-yl)piperidin-2-yl)acetonitrile